BrC=1C=C(C=CC1F)N\C(=N/O)\C=1C(=NON1)SCCC(=O)OCC Ethyl (Z)-3-((4-(N-(3-bromo-4-fluorophenyl)-N'-hydroxycarbamimidoyl)-1,2,5-oxadiazol-3-yl)thio)propanoate